C(C)NC(C(C(F)(F)F)(O)C1=CC2=C(N=C(S2)CC(=O)OCCCC)C=C1)=O butyl 2-(6-(3-(ethylamino)-1,1,1-trifluoro-2-hydroxy-3-oxopropan-2-yl)benzo[d]thiazol-2-yl)acetate